C(C1=CC=CC=C1)OC1=C(C(=O)O)C=C(C(=C1)C)F (benzyloxy)-5-fluoro-4-methylbenzoic acid